N-(1-Cyclopropylethyl)-5-(1-methyl-1H-pyrazol-3-yl)-6-[4-(trifluoromethyl)phenoxy]pyridine-3-carboxamide C1(CC1)C(C)NC(=O)C=1C=NC(=C(C1)C1=NN(C=C1)C)OC1=CC=C(C=C1)C(F)(F)F